(2-methoxy-6-(piperazin-1-yl)pyridin-3-yl)-6-(pyridin-4-yl)-8,9-dihydroimidazo[1',2':1,6]pyrido[2,3-d]pyrimidin-2-amine COC1=NC(=CC=C1C=1C2=C(N=C(N1)N)N1C(C(=C2)C2=CC=NC=C2)=NCC1)N1CCNCC1